4-(1-methoxy-2-methyl-1-oxopropan-2-yl)benzoic acid COC(C(C)(C)C1=CC=C(C(=O)O)C=C1)=O